tert-butyl-(2R,4R)-4-((6-((1-(tert-butyl)-5-methyl-1H-pyrazol-3-yl) amino)-3-fluoro-4-propionylpyridin-2-yl) methyl)-1-(3-chloro-2-fluorobenzyl)-2-methylpiperidine-4-carboxylate C(C)(C)(C)OC(=O)[C@]1(C[C@H](N(CC1)CC1=C(C(=CC=C1)Cl)F)C)CC1=NC(=CC(=C1F)C(CC)=O)NC1=NN(C(=C1)C)C(C)(C)C